trans-3-[(3S)-2-[4-[(2,6-dimethylpyrimidin-4-yl)methyl]cyclohexanecarbonyl]isoxazolidin-3-yl]-5-fluoro-benzonitrile CC1=NC(=CC(=N1)C[C@@H]1CC[C@H](CC1)C(=O)N1OCC[C@H]1C=1C=C(C#N)C=C(C1)F)C